parA-Aminophenol phosphate P(=O)(O)(O)OC1=CC=C(C=C1)N